(±)-(Trans)-3-fluoro-4-(4-nitro-1H-pyrazol-1-yl)-1-(tetrahydro-2H-pyran-4-yl)piperidine F[C@@H]1CN(CC[C@H]1N1N=CC(=C1)[N+](=O)[O-])C1CCOCC1 |r|